2-(5-methoxy-2-methyl-1H-indol-3-yl)-2-oxoacetamide COC=1C=C2C(=C(NC2=CC1)C)C(C(=O)N)=O